CC1=C(C(=CC=C1)C)C1=NC=2NS(C=3C=CC=C(NC(CCCCCC(=C1)N2)=O)C3)(=O)=O 6-(2,6-dimethylphenyl)-2,2-dioxo-2λ6-thia-3,5,15,21-tetrazatricyclo[14.3.1.14,8]henicosa-1(20),4(21),5,7,16,18-hexaen-14-one